(S)-2-(3-((S)-6-((S)-2-amino-3-(anthracen-9-yl)propanamido)-1-(tert-butoxy)-1-oxohex-2-yl)ureido)hexanedicarboxylic acid di-tert-butyl ester C(C)(C)(C)OC(=O)C([C@H](CCCC)NC(=O)N[C@H](C(=O)OC(C)(C)C)CCCCNC([C@H](CC=1C2=CC=CC=C2C=C2C=CC=CC12)N)=O)C(=O)OC(C)(C)C